propaneideal [C-](CC)=O